C(C)N1C(CCCC1C)C 1-ethyl-2,6-dimethylpiperidine